N-(2,6-dimethylpyridin-4-yl)-6-(1H-imidazol-1-yl)picolinamide CC1=NC(=CC(=C1)NC(C1=NC(=CC=C1)N1C=NC=C1)=O)C